ethyl-methyl-benzothiazolium methyl-(S)-2-(S-(4-chlorophenyl)-7-methoxy-2-thioxo-2,3-dihydro-1H-benzo[e][1,4]diazepin-3-yl)acetate COC(C[C@@H]1N=CC2=C(NC1=SC1=CC=C(C=C1)Cl)C=CC(=C2)OC)=O.C(C)[N+]2=C(SC1=C2C=CC=C1)C